3,5-dihydroxy-2,4-bis-[(3''R-4''S)-p-menthenyl]-trans-stilbene OC=1C(=C(C=C(C1C1C=C(CCC1C(C)C)C)O)\C=C\C1=CC=CC=C1)C1C=C(CCC1C(C)C)C